5-n-butylamino-7-[N-(n-hexyl)-N-(beta-hydroxyethyl)-amino]-s-triazolo-[1,5-a]pyrimidine C(CCC)NC1=NC=2N(C(=C1)N(CCO)CCCCCC)N=CN2